CC1OC(C2=CC=CC=C12)(C1=CC=CC=C1)CCCN([C@@H](C)C(=O)O)C N-[3-(3-methyl-1-phenyl-1,3-dihydro-isobenzofuran-1-yl)-propyl]-N-methylalanine